O=C1N(C(NC(N1C1=CC=CC=C1)=O)=O)C1=CC=C(OC2=CC=C(C#N)C=C2)C=C1 4-[4-(2,4,6-trioxo-3-phenyl-1,3,5-triazinan-1-yl)phenoxy]benzonitrile